(R)-(E)-3-((3-butyl-7-(ethylthio)-1,1-dioxido-5-phenyl-2,3,4,5-tetrahydro-1,2,5-benzothiadiazepin-8-yl)oxy)acrylic acid C(CCC)[C@H]1NS(C2=C(N(C1)C1=CC=CC=C1)C=C(C(=C2)O/C=C/C(=O)O)SCC)(=O)=O